C1(CC1)C1=CSC2=C1CC(CC2)NC 3-cyclopropyl-N-methyl-4,5,6,7-tetrahydrobenzothiophen-5-amine